NC1CCC(CC1)C(=O)OC(C)(C)C tert-butyl 4-aminocyclohexanecarboxylate